ClC1=C(C=C(C=C1)N(C(=O)C1(CC1)C(=O)N)C=1SC(=C(N1)C)C(NC1=C(C=CC(=C1)C(F)(F)F)Cl)=O)F N-(4-chloro-3-fluorophenyl)-N-(5-((2-chloro-5-(trifluoromethyl)phenyl)carbamoyl)-4-methylthiazol-2-yl)cyclopropane-1,1-dicarboxamide